N1(N=CC=C1)C=1N=NN(N1)CC1=NN2C(=NC(=C(C2=N1)C1=NC=NC=C1)C1=C(C#N)C=CC=C1)N (2-((5-(1H-Pyrazol-1-yl)-2H-tetrazol-2-yl)methyl)-5-amino-8-(pyrimidin-4-yl)-[1,2,4]triazolo[1,5-c]pyrimidin-7-yl)benzonitrile